(5S,6R)-5-Ethyl-6-methyl-3-(trifluoromethyl)-5,6-dihydro-4H-cyclopenta[c]pyrazol C(C)[C@H]1CC=2C(=NNC2C(F)(F)F)[C@@H]1C